n-Octanthiol C(CCCCCCC)S